NCCCCCCNCC(=O)O aminohexylglycine